2-(3,5-dimethyl-1H-pyrazol-4-yl)ethan-1-ol CC1=NNC(=C1CCO)C